N=1C=CN2N=C(C=CC21)C2=CNC=1N=C(N=C(C12)NC)NC1CCC(CC1)(C)N1C(CCC1)=O 1-((1r,4r)-4-((5-(imidazo[1,2-b]pyridazin-6-yl)-4-(methylamino)-7H-pyrrolo[2,3-d]pyrimidin-2-yl)amino)-1-methylcyclohexyl)pyrrolidin-2-one